8-(4-(methoxy)phenyl)-N-(4-(methoxymethoxy)phenyl)quinazolin-2-amine COC1=CC=C(C=C1)C=1C=CC=C2C=NC(=NC12)NC1=CC=C(C=C1)OCOC